N'-hydroxy-5-((1-(4-(trifluoromethyl)phenyl)-1H-1,2,4-triazol-3-yl)amino)pyrazine-2-carboxamidine ON=C(N)C1=NC=C(N=C1)NC1=NN(C=N1)C1=CC=C(C=C1)C(F)(F)F